O1CC[C@@H](C2=CC=CC=C12)NC(=O)C=1C=NC2=C(N=CC=C2C1N(C)C)[C@@H]1CCCC2=CC=CC=C12 |o1:26| N-[(4S)-chroman-4-yl]-4-(dimethylamino)-8-[(1R or S)-tetralin-1-yl]-1,7-naphthyridine-3-carboxamide